CC(C)(C)C1=C(C(=C(C(=C1C(C)(C)C)O)C(C)(C)C)C(C)(C)C)C(C)(C)C2=C(C(=C(C(=C2C(C)(C)C)C(C)(C)C)O)C(C)(C)C)C(C)(C)C tetra-tert-butylbisphenol a